tert-butyl 7-(2-{[4-({[(tert-butoxy) carbonyl] (methyl)amino}methyl)phenyl]amino}-5H,6H,7H,8H-pyrido[3,4-d]pyrimidin-7-yl)-8-methyl-1H,2H,3H-pyrido[2,3-b][1,4]oxazine-1-carboxylate C(C)(C)(C)OC(=O)N(C)CC1=CC=C(C=C1)NC=1N=CC2=C(N1)CN(CC2)C2=C(C1=C(OCCN1C(=O)OC(C)(C)C)N=C2)C